2,2-dimethylchroman-4-one CC1(OC2=CC=CC=C2C(C1)=O)C